C(CCC)C(CO)C(CCCCC)O 2-butyl-1,3-octanediol